3-((3-(cyclooctylamino)-2,5,6-trifluoro-4-sulfamoylphenyl)thio)propanoic acid C1(CCCCCCC1)NC=1C(=C(C(=C(C1S(N)(=O)=O)F)F)SCCC(=O)O)F